S1C(=C(C(=C1[2H])[2H])C1=CC=CC=C1C=O)[2H] thiophene-2,4,5-d3-3-benzaldehyde